P(=O)(=O)C=1[NH+](C2=CC=CC=C2C1)[O-] phosphoindole oxide